2'-phenylindole Dihydrochloride C1=CC=C(C=C1)Cl.C1=CC=C2C(=C1)C=CN2.Cl